ClC1=CC=C2C(NC(N(C2=C1)C1=CC(=CC=C1)COC)=O)=O 7-chloro-1-[3-(methoxymethyl)phenyl]-1,3-dihydroquinazoline-2,4-dione